1-cyclopentoxy-1,1,3,3,3-pentamethyldisiloxane C1(CCCC1)O[Si](O[Si](C)(C)C)(C)C